C(C)(C)(C)OC(NCCC(CCO[Si](C)(C)C(C)(C)C)(C)C)=O (5-((tert-Butyldimethylsilyl)oxy)-3,3-dimethylpentyl)carbamic acid tert-butyl ester